Cl.ClCC1=CC(=NC=C1)C=1C=C2CN(C(C2=CC1)=O)[C@@H]1C(NC(CC1)=O)=O (S)-3-(5-(4-(chloromethyl)pyridin-2-yl)-1-oxoisoindolin-2-yl)piperidine-2,6-dione hydrochloride